(5'S,7a'R)-1-(4-bromopyrazolo[1,5-a]pyridin-7-yl)-5'-(3,5-difluorophenyl)tetrahydro-3'H-spiro[piperidine-4,2'-pyrrolo[2,1-b]oxazol]-3'-one BrC=1C=2N(C(=CC1)N1CCC3(C(N4[C@H](O3)CC[C@H]4C4=CC(=CC(=C4)F)F)=O)CC1)N=CC2